ClC1=CC(NC=C1C1=CC=C(C=C1)F)=O 4-chloro-5-(4-fluorophenyl)pyridin-2(1H)-one